6,8-Dihydroxy-5-(2-methylbutyryl)-9-isobutyl-2,2,4,4-tetramethyl-4,9-dihydro-1H-xanthene OC=1C(=C2OC=3C(CC(CC3C(C2=C(C1)O)CC(C)C)(C)C)(C)C)C(C(CC)C)=O